N1C=CCC=2C(=NC=CC12)C(=O)N 1,4-dihydro-1,6-naphthyridine-5-carboxamide